CC[C@]1(C[C@@H](C2=C(C1)C(=C3C(=C2O)C(=O)C4=C(C3=O)C=CC=C4O)O)O[C@H]5C[C@@H]([C@@H]([C@@H](O5)C)O)[NH3+])O The molecule is an anthracyline cation that is the conjugate acid of 13-deoxycarminomycin, obtained by protonation of the amino group. Major microspecies at pH 7.3 It is a conjugate acid of a 13-deoxycarminomycin.